[4-[(E)-[(6,8-dimethoxyquinazolin-4-yl)-isobutyl-hydrazono]methyl]-2-methoxyphenyl]boronic acid COC=1C=C2C(=NC=NC2=C(C1)OC)N(\N=C\C1=CC(=C(C=C1)B(O)O)OC)CC(C)C